[3,4'-bipyridine]-3'-carbaldehyde N1=CC(=CC=C1)C1=C(C=NC=C1)C=O